(2R,5S)-5-[5-(4-chloro-1H-pyrrol-2-yl)-1,2,4-oxadiazol-3-yl]-1-(4-fluorobenzoyl)-2-methylpiperidine ClC=1C=C(NC1)C1=NC(=NO1)[C@H]1CC[C@H](N(C1)C(C1=CC=C(C=C1)F)=O)C